6-Methyl-2-(4,4,5,5-tetramethyl-1,3,2-dioxaborolan-2-yl)-7H-pyrrolo[2,3-d]pyrimidine CC1=CC2=C(N=C(N=C2)B2OC(C(O2)(C)C)(C)C)N1